C(C)(C)(C)C1=CC=C2C=C(C(NC2=C1)=O)C(=O)OC methyl 7-(tert-butyl)-2-oxo-1,2-dihydroquinoline-3-carboxylate